1-isopropyl-3,3-dimethyl-5-propyloctahydrobenzo[c]isoxazole C(C)(C)N1OC(C2C1CCC(C2)CCC)(C)C